5-(2,6-dichlorophenyl)-2-(2,4-difluorophenylsulfanyl)-6H-pyrimido[1,6-b]pyridazin-6-one ClC1=C(C(=CC=C1)Cl)C=1C(N=CN2N=C(C=CC21)SC2=C(C=C(C=C2)F)F)=O